O=CCSC(NC1=CC=CC=C1)=NC(=O)OCC (((2-oxoethyl)thio)(phenylamino)methylene)urethane